C1N(CCC2=CC=CC=C12)[C@H]1[C@@H](CN(CC1)C(=O)C1=NC=NC(=C1)NC1CCS(CC1)(O)O)O trans-(4-(3,4-dihydroisoquinolin-2(1H)-yl)-3-hydroxypiperidin-1-yl)(6-((1,1-dihydroxytetrahydro-2H-thiopyran-4-yl)amino)pyrimidin-4-yl)methanone